1-(3-((4,4-bis(((Z)-oct-5-en-1-yl) oxy) butanoyl) oxy)-2-(((4-(((2-(pyrrolidin-1-yl) ethyl) carbamoyl) oxy) heptanoyl) oxy) methyl) propyl) heptanedioate C(CCCCCC(=O)[O-])(=O)OCC(COC(CCC(OCCCC\C=C/CC)OCCCC\C=C/CC)=O)COC(CCC(CCC)OC(NCCN1CCCC1)=O)=O